(R/S)-1-(azetidin-2-ylmethyl)-6-phenyl-3H-imidazo[4,5-b]Pyridine N1[C@H](CC1)CN1CNC2=NC=C(C=C21)C2=CC=CC=C2 |r|